10-[3-[3-[3-amino-6-(2-hydroxyphenyl)pyridazin-4-yl]-3,8-diazabicyclo[3.2.1]octan-8-yl]phenoxy]decanoic acid NC=1N=NC(=CC1N1CC2CCC(C1)N2C=2C=C(OCCCCCCCCCC(=O)O)C=CC2)C2=C(C=CC=C2)O